1-(2,2-difluoroethyl)-3-((S)-1,1,1,5,5,5-hexafluoropentan-2-yl)-1-(1-(3-(8-methoxyimidazo[1,2-a]pyrazin-6-yl)phenyl)ethyl)urea FC(CN(C(=O)N[C@H](C(F)(F)F)CCC(F)(F)F)C(C)C1=CC(=CC=C1)C=1N=C(C=2N(C1)C=CN2)OC)F